5-(4-fluorophenyl)-3-(4-isobutoxybenzyl)-1-(1-methylpiperidin-4-yl)imidazoline-2,4-dione FC1=CC=C(C=C1)C1C(N(C(N1C1CCN(CC1)C)=O)CC1=CC=C(C=C1)OCC(C)C)=O